8-ethoxymethoxy-1,3,5-trimethyloctylmagnesium bromide C(C)OCOCCCC(CC(CC(C)[Mg]Br)C)C